N-(4-(1H-imidazol-1-yl)benzyl)-4-((2-(3-(dimethylamino)phenoxy)ethoxy)methyl)-N-(3-methoxybenzyl)thiazol-2-amine N1(C=NC=C1)C1=CC=C(CN(C=2SC=C(N2)COCCOC2=CC(=CC=C2)N(C)C)CC2=CC(=CC=C2)OC)C=C1